SCCC(=O)NC 3-mercapto-N-methylpropanamide